FC(C(C(F)(F)F)(C=1C=CC(=CC1)N)C=1C=CC(=CC1)N)(F)F 5,5'-(perfluoropropane-2,2-diyl)bis(2-aminobenzene)